tert-butyl ((S)-37-amino-31-oxo-2,5,8,11,14,17,20,23,26,29-decaoxa-32-azaoctatriacontan-38-oyl)-L-valinate N[C@@H](CCCCNC(COCCOCCOCCOCCOCCOCCOCCOCCOCCOC)=O)C(=O)N[C@@H](C(C)C)C(=O)OC(C)(C)C